COC1=C(C(=O)O)C(=C(C(=C1C(=O)O)OC)C(=O)O)OC 2,4,6-trimethoxy-trimesic acid